C1(=CC=CC=C1)C=1C(=C(C(=CC1)CC(=O)O)CC(=O)O)I.CN1CCN(CC1)C=1C=CC2=C(NC(=N2)C2=C(C3=C(NC2=O)SC=C3)NS(=O)(=O)C)C1 N-(5-(6-(4-methylpiperazin-1-yl)-1H-benzo[d]imidazol-2-yl)-6-oxo-6,7-dihydrothieno[2,3-b]pyridin-4-yl)methanesulfonamide p-phenyl-iodobenzenediacetate